(S)-1-(4-(2-fluoroacryloyl)piperazin-1-yl)-3-((1-methylpyrrolidin-2-yl)methoxy)-6-(quinazolin-4-yl)-5,6,7,8-tetrahydro-2,6-naphthyridine-4-carbonitrile FC(C(=O)N1CCN(CC1)C1=NC(=C(C=2CN(CCC12)C1=NC=NC2=CC=CC=C12)C#N)OC[C@H]1N(CCC1)C)=C